C(C)(C)(C)OC(=O)NC1(CC2=CC(=CC=C2CC1)OC1=CC2=CC(=CC=C2C=C1)OC)C(=O)OC methyl 2-((tert-butoxycarbonyl)amino)-7-((7-methoxynaphthalene-2-yl)oxy)-1,2,3,4-tetrahydronaphthalene-2-carboxylate